triazole-ol N1N=NC(=C1)O